FC1=CC(=C(C=C1)[C@H]1[C@@H](O[C@]([C@H]1C)(C(F)(F)F)C)C(=O)NC1=CC(=NC=C1)C(=O)N)O (2R,3S,4S,5R)-4-[[3-(4-Fluoro-2-hydroxy-phenyl)-4,5-dimethyl-5-(trifluoromethyl)tetrahydrofuran-2-carbonyl]amino]pyridin-2-carboxamid